C(C1=CC=CC=C1)OC1=C(C=C(C=C1F)F)C1CCC(CC1)OCC1=NC=CC=C1Br 2-((((1s,4s)-4-(2-(benzyloxy)-3,5-difluorophenyl)cyclohexyl)oxy)methyl)-3-bromopyridine